5-[4-[[[(3R)-1-cyclopropyl-sulfonyl-3-piperidyl]amino]methyl]-2-fluoro-6-hydroxy-phenyl]-1,1-dioxo-1,2,5-thiadiazolidin-3-one C1(CC1)S(=O)(=O)N1C[C@@H](CCC1)NCC1=CC(=C(C(=C1)O)N1CC(NS1(=O)=O)=O)F